(14-(4-(6-hydroxyhexyl)-1H-1,2,3-triazol-1-yl)-3,6,9,12-tetraoxatetradecyl) carbamate C(N)(OCCOCCOCCOCCOCCN1N=NC(=C1)CCCCCCO)=O